FC=1C=CC(=NC1)OC[C@@H]1N(C2CC([C@@H]1C)C2)C(=O)C2=NC(=CC=C2C2=NC=CC=N2)C (3R,4S)-3-{[(5-Fluoropyridin-2-yl)oxy]methyl}-4-methyl-2-[6-methyl-3-(pyrimidin-2-yl)pyridin-2-carbonyl]-2-azabicyclo[3.1.1]heptan